ClC1=C(C=C(C(=C1)F)OC)C1=CC=2N(C(N(C(C2S1)=O)C=1C2=C(C=NC1)N=NN2C)=O)CCC#N 3-(6-(2-chloro-4-fluoro-5-methoxyphenyl)-3-(1-methyl-1H-[1,2,3]triazolo[4,5-c]pyridin-7-yl)-2,4-dioxo-3,4-dihydrothieno[3,2-d]pyrimidin-1(2H)-yl)propanenitrile